N-Tert-butyl-2-{[2-(4-{[(4R)-2,2-dimethyl-1,3-dioxolan-4-yl]methoxy}pyridin-2-yl)-5H,6H,7H-cyclopenta[d]pyrimidin-4-yl](methyl)amino}acetamide C(C)(C)(C)NC(CN(C)C=1C2=C(N=C(N1)C1=NC=CC(=C1)OC[C@H]1OC(OC1)(C)C)CCC2)=O